1-(4-(2,6-dioxopiperidin-3-yl)-5-fluoro-2,3-dihydrobenzofuran-7-yl)azetidin-3-yl(4-chloro-2-fluorophenyl)carbamate O=C1NC(CCC1C1=C(C=C(C2=C1CCO2)N2CC(C2)N(C([O-])=O)C2=C(C=C(C=C2)Cl)F)F)=O